C(C)N1C(NN=C1C)=O 4-Ethyl-5-methyl-2,4-dihydro-3H-1,2,4-triazol-3-one